CC(CCS)CCS 3-methyl-1,5-pentanedithiol